N-(cyclopropylmethyl)-2-(trifluoromethyl)-5,8-dihydro-6H-pyrano[3,4-b]pyridin-5-amine C1(CC1)CNC1COCC2=NC(=CC=C21)C(F)(F)F